tert-butyl 4-(4-(1,4-dimethyl-2-(4-(methylsulfonyl)phenyl)-1H-benzo[d]imidazol-6-yl)phenoxy)piperidine-1-carboxylate CN1C(=NC2=C1C=C(C=C2C)C2=CC=C(OC1CCN(CC1)C(=O)OC(C)(C)C)C=C2)C2=CC=C(C=C2)S(=O)(=O)C